5-vinyl-2,7-naphthyridine C(=C)C1=C2C=CN=CC2=CN=C1